ClC1=NN2C(N=CC(=C2[C@H](C)OC)NC(NC=2C=C(C(=NC2)N2N=CC(=C2)NC(C2=CC=C(C=C2)C)=O)C(F)(F)F)=O)=C1 (S)-N-(1-(5-(3-(2-chloro-7-(1-methoxyethyl)pyrazolo[1,5-a]pyrimidin-6-yl)ureido)-3-(trifluoromethyl)pyridin-2-yl)-1H-pyrazol-4-yl)-4-methylbenzamide